C12(C(C1)C(=O)O)C1CCC(C2)O1 7-oxaspiro[bicyclo[2.2.1]heptane-2,1'-cyclopropane]-2'-carboxylic acid